FC1=CC=C(C=C1)CI 1-fluoro-4-(iodomethyl)benzene